C(C)(=O)N(C=1SC2=C(C1C(=O)OC)CCC1(OCCO1)C2)CC2=C(C=C(C=C2)F)F Methyl 2-[acetyl(2,4-difluorobenzyl)amino]-4,7-dihydro-5H-spiro[1-benzothiophene-6,2'-[1,3]dioxolane]-3-carboxylate